3-[6-(m-tolylmethyl)imidazo[1,2-b]pyridazin-3-yl]benzamide C1(=CC(=CC=C1)CC=1C=CC=2N(N1)C(=CN2)C=2C=C(C(=O)N)C=CC2)C